5-chloro-N-((1-(4-(5-(trifluoromethyl)-1,2,4-oxadiazol-3-yl)phenyl)-1H-pyrazol-4-yl)methyl)thiophene-2-sulfonamide ClC1=CC=C(S1)S(=O)(=O)NCC=1C=NN(C1)C1=CC=C(C=C1)C1=NOC(=N1)C(F)(F)F